O=C1NC(CCC1N1C(C2=CC=C(C=C2C1=O)OCCOC1CN(C1)C(=O)OC(C)(C)C)=O)=O tert-butyl 3-[2-[2-(2,6-dioxo-3-piperidyl)-1,3-dioxo-isoindolin-5-yl]oxyethoxy]azetidine-1-carboxylate